FC=1C=2N(C=C(C1)NC(=O)C=1N=CC(=NC1)N1C[C@H]3OCCN([C@@H]3C1)C(=O)OC(C)(C)C)C=C(N2)C tert-butyl (4aR,7aR)-6-[5-[(8-fluoro-2-methyl-imidazo[1,2-a]pyridin-6-yl)carbamoyl]pyrazin-2-yl]-2,3,4a,5,7,7a-hexahydropyrrolo[3,4-b][1,4]oxazine-4-carboxylate